CN1C(C(=CC2=CC=CC=C12)C=1C=2N(C(=CC1)CCC(=O)O)C=CN2)=O 3-(8-(1-methyl-2-oxo-1,2-dihydroquinolin-3-yl)imidazo[1,2-a]pyridin-5-yl)propionic acid